neptunium uranium [U].[Np]